Methyl-(2R)-2-{[4-bromo-1-(2,5-difluorophenyl)-5-(3,4-difluorophenyl)-1H-pyrazol-3-yl]oxy}propanoat COC([C@@H](C)OC1=NN(C(=C1Br)C1=CC(=C(C=C1)F)F)C1=C(C=CC(=C1)F)F)=O